[3-(Aminomethyl)phenyl]methanol NCC=1C=C(C=CC1)CO